piperazin-yl-carboxylate N1(CCNCC1)C(=O)[O-]